CSC Di-methylsulfide